4-(4-{[3-cyano-6-(piperidin-1-yl)pyrazin-2-yl]amino}phenyl)piperazine-1-carboxylic acid tert-butyl ester C(C)(C)(C)OC(=O)N1CCN(CC1)C1=CC=C(C=C1)NC1=NC(=CN=C1C#N)N1CCCCC1